C(C)C1=NC=C(C(=N1)C1CCN(CC1)CC(=O)N1CCOCC1)C=1N(C=CN1)C 2-(4-(2-Ethyl-5-(1-methyl-1H-imidazol-2-yl)pyrimidin-4-yl)piperidin-1-yl)-1-morpholinoethan-1-one